C1(CC1)CNC=1N=CC2=C(N1)N(C(C(=C2)C2=C(C(=CC=C2F)NS(=O)(=O)N2C[C@@H](CC2)F)F)=O)[C@@H]2C[C@H](C2)NC(C)=O trans-N-[3-[2-(cyclopropylmethylamino)-6-[2,6-difluoro-3-[[(3R)-3-fluoropyrrolidin-1-yl]sulfonylamino]phenyl]-7-oxopyrido[2,3-d]pyrimidin-8-yl]cyclobutyl]acetamide